ClC1=CC=C(C=C1)C1=C(C(=NN1C1=C(C=C(C=C1)Cl)Cl)C(=O)NC=1C=C(C(=O)O)C=C(C1)F)C 3-(5-(4-chlorophenyl)-1-(2,4-dichlorophenyl)-4-methyl-1H-pyrazole-3-carboxamido)-5-fluorobenzoic acid